C1(CC1)C1=NOC(=C1)C(=O)NC[C@@H]1C[C@@H](CC1)NC1=NC=C(C=C1)N1N=CC=CC1=O |r| 3-cyclopropyl-N-[[rac-(1S,3R)-3-[[5-(6-oxopyridazin-1-yl)-2-pyridyl]amino]cyclopentyl]methyl]isoxazole-5-carboxamide